6-[(2R,4S)-2-(1-cyclopropylpyrazol-4-yl)tetrahydropyran-4-yl]-8-(2,4-difluorophenyl)-3-methyl-pyrido[3,4-d]triazin-4-one C1(CC1)N1N=CC(=C1)[C@@H]1OCC[C@@H](C1)C1=CC2=C(N=NN(C2=O)C)C(=N1)C1=C(C=C(C=C1)F)F